FC1=C(C=CC=C1)C1N(N2C(N=C(C=C2)C)=C1)[C@H]1C(NC2=C(C(=N1)C1=CC=CC=C1)C=CC=C2)=O 2-(2-Fluorophenyl)-5-methyl-N-[(3S)-2-oxo-5-phenyl-1,3-dihydro-1,4-benzodiazepin-3-yl]pyrazolo[1,5-a]pyrimidine